N(=[N+]=[N-])N[C@@H](CCCN)C(=O)O azido-L-ornithine